4-[4-(trifluoromethoxy)phenyl]benzene FC(OC1=CC=C(C=C1)C1=CC=CC=C1)(F)F